N-(6-(ethylamino)-4-methoxyisoxazolo[5,4-b]pyridin-3-yl)-2,6-dimethoxybenzenesulfonamide C(C)NC1=CC(=C2C(=N1)ON=C2NS(=O)(=O)C2=C(C=CC=C2OC)OC)OC